CC(C)(C)[S@@](=O)N[C@H]1CC2(CCNC2)CC1 (R)-2-methyl-N-((7R)-2-aza-spiro[4.4]nonan-7-yl)propane-2-sulfinamide